[Si](C1=CC=CC=C1)(C1=CC=CC=C1)(C(C)(C)C)O[C@H]1[C@@](COC1)(C)N1[C@H](CNCC1)C (S)-1-((3S,4S)-4-((tert-butyldiphenylsilyl)oxy)-3-methyltetrahydrofuran-3-yl)-2-methylpiperazine